Cl.N1CC(C1)C1=CC=C(S1)S(=O)(=O)N(C(C(F)(F)F)C1=CC=C(C=C1)F)CC 5-(azetidin-3-yl)-N-ethyl-N-(2,2,2-trifluoro-1-(4-fluorophenyl)ethyl)thiophene-2-sulfonamide hydrochloride salt